FC1(C(C1)N1N=CC=C1C1=NC(=CC=C1C(C)=O)N1C=NC2=C1C=CC(=C2)NC=2N=NC(=CC2)C)F 1-[2-[2-(2,2-difluorocyclopropyl)pyrazol-3-yl]-6-[5-[(6-methylpyridazin-3-yl)amino]benzimidazol-1-yl]-3-pyridyl]ethanone